CC1=CC=C(C=C1)S(=O)(=O)OCCOCCOCCOCCOCCNC=1C=C2C(N(C(C2=CC1F)=O)C1C(NC(CC1)=O)=O)=O 14-((2-(2,6-dioxopiperidin-3-yl)-6-fluoro-1,3-dioxoisoindolin-5-yl)amino)-3,6,9,12-tetraoxatetradecyl 4-methylbenzenesulfonate